4-amino-7-cyclopropyl-1-[2-(trifluoromethoxy)phenyl]pyrido[2,3-d]pyrimidin-2-one NC=1C2=C(N(C(N1)=O)C1=C(C=CC=C1)OC(F)(F)F)N=C(C=C2)C2CC2